(3R)-N-[6-chloro-2-(5-fluoro-3-pyridinyl)pyrimidin-4-yl]2,3,4,9-tetrahydro-1H-carbazol-3-amine ClC1=CC(=NC(=N1)C=1C=NC=C(C1)F)N[C@@H]1CCC=2NC3=CC=CC=C3C2C1